N-(3-((2-((2-ethyl-4-(hexahydropyrrolo[1,2-a]pyrazin-2(1H)-yl)phenyl)amino)-5-(trifluoromethyl)pyrimidin-4-yl)amino)propyl)-1-methylazetidine-3-carboxamide C(C)C1=C(C=CC(=C1)N1CC2N(CC1)CCC2)NC2=NC=C(C(=N2)NCCCNC(=O)C2CN(C2)C)C(F)(F)F